4-(4-(Methylsulfonyl)piperazin-1-yl)-N-phenylethylaniline CS(=O)(=O)N1CCN(CC1)C1=CC=C(NCCC2=CC=CC=C2)C=C1